N-(2-((3R,4S)-4-hydroxy-3-((1-methyl-3-phenyl-1H-pyrazol-5-yl)methyl)chroman-7-yl)phenyl)methanesulfonamide O[C@H]1[C@@H](COC2=CC(=CC=C12)C1=C(C=CC=C1)NS(=O)(=O)C)CC1=CC(=NN1C)C1=CC=CC=C1